aluminum 3,5-di-tert-butylsalicylate C(C)(C)(C)C1=C(C(C(=O)[O-])=CC(=C1)C(C)(C)C)O.[Al+3].C(C)(C)(C)C1=C(C(C(=O)[O-])=CC(=C1)C(C)(C)C)O.C(C)(C)(C)C1=C(C(C(=O)[O-])=CC(=C1)C(C)(C)C)O